(R)-6-chloro-2-(3-(1-hydroxy-2-methoxyethyl)-1H-1,2,4-triazol-5-yl)-3-(1H-imidazol-1-yl)-5-methoxy-1-methyl-1H-indole-7-carbonitrile ClC1=C(C=C2C(=C(N(C2=C1C#N)C)C1=NC(=NN1)[C@H](COC)O)N1C=NC=C1)OC